3-(N-(5-cyano-2-(piperidin-1-yl)phenyl)sulfamoyl)-4-ethylbenzoic acid C(#N)C=1C=CC(=C(C1)NS(=O)(=O)C=1C=C(C(=O)O)C=CC1CC)N1CCCCC1